FC(C1=NN(C=C1C(=O)O)C)F 3-difluoromethyl-1-methyl-1H-pyrazole-4-formic acid